adamantan-2-amine HCl salt Cl.C12C(C3CC(CC(C1)C3)C2)N